COC(=O)C=1C(=NC=CC1N(C(OC(C)(C)C)=O)CC1=C(C=C(C=C1)OC)OC)CC(=C)C [6-(2,4-Dimethoxyphenyl)-2,2-dimethyl-4-oxo-5-aza-3-oxahex-5-yl]-2-(2-methylpropan-2-enyl)pyridine-3-carboxylic acid methyl ester